3-(2-bromopyridin-4-yl)-3-azabicyclo[3.1.1]heptane BrC1=NC=CC(=C1)N1CC2CC(C1)C2